(5-{2-[methoxy(methyl)amino]ethoxy}-3-methylpyridin-2-yl)methanol ethyl-6-[4-[3-(5-cyano-2-methyl-pyrimidin-4-yl)-2-pyridyl]piperazin-1-yl]-2-azaspiro[3.4]octane-2-carboxylate C(C)C1N(CC12CC(CC2)N2CCN(CC2)C2=NC=CC=C2C2=NC(=NC=C2C#N)C)C(=O)OCC2=NC=C(C=C2C)OCCN(C)OC